FC(C1=NN(C(=C1C(=O)N[C@@H](C)C1=CC=C(C(=O)OC)C=C1)OC1=CC(=CC=C1)C=O)C)F methyl (S)-4-(1-(3-(difluoromethyl)-5-(3-formylphenoxy)-1-methyl-1H-pyrazole-4-carboxamido)ethyl)benzoate